methyl 4-bromo-3-ethyl-2-fluorobenzoate BrC1=C(C(=C(C(=O)OC)C=C1)F)CC